4-[4-(1,3-benzooxazol-2-yl)piperidin-1-yl]-7-bromo-1-methyl-2-oxo-1,2-dihydroquinoline-3-carbonitrile O1C(=NC2=C1C=CC=C2)C2CCN(CC2)C2=C(C(N(C1=CC(=CC=C21)Br)C)=O)C#N